tert-butyl [3-(trifluoromethyl)-quinoxalin-6-yl]carbamate FC(C=1C=NC2=CC=C(C=C2N1)NC(OC(C)(C)C)=O)(F)F